NC1=NC=NN2C1=C(C=C2C=2C=C(C(=O)N[C@@H]1CN(C[C@@H]1F)C(CC(F)(F)F)=O)C=CC2F)C(F)(F)F 3-[4-amino-5-(trifluoromethyl)pyrrolo[2,1-f][1,2,4]triazin-7-yl]-4-fluoro-N-[(3R,4S)-4-fluoro-1-(3,3,3-trifluoropropanoyl)pyrrolidin-3-yl]benzamide